tert-butyl 4-(7-isopropoxy-6-(pyrazolo[1,5-a]pyrimidin-3-ylcarbamoyl) imidazo[1,2-a]pyridin-2-yl)piperidine-1-carboxylate C(C)(C)OC1=CC=2N(C=C1C(NC=1C=NN3C1N=CC=C3)=O)C=C(N2)C2CCN(CC2)C(=O)OC(C)(C)C